C1(=CC=CC=C1)P(CC1=CC=C(C=C1)C)(C1=CC=CC=C1)=O diphenyl-(4-methylbenzyl)phosphine oxide